3-(6-((R)-3-(hydroxy-methyl)pyrrolidin-1-yl)-1-oxoisoindolin-2-yl)piperidine-2,6-dione OC[C@H]1CN(CC1)C1=CC=C2CN(C(C2=C1)=O)C1C(NC(CC1)=O)=O